t-butyl [4-fluoro-3-(2-fluoro-3-(trifluoromethyl)benzamido)phenyl]carbamate FC1=C(C=C(C=C1)NC(OC(C)(C)C)=O)NC(C1=C(C(=CC=C1)C(F)(F)F)F)=O